methyl-diethylenetriamine CNCCNCCN